C(#N)C1=CC=C(S1)C1=NNC(=C1)NC=1C=CC(=NC1)C(=O)NCCCN1CCOCC1 5-((3-(5-Cyanothiophen-2-yl)-1H-pyrazol-5-yl)amino)-N-(3-morpholinopropyl)pyridine-2-carboxamide